N-benzyl-2-chloro-N-(2-cyano-4-fluorophenyl)-5-nitrobenzamide C(C1=CC=CC=C1)N(C(C1=C(C=CC(=C1)[N+](=O)[O-])Cl)=O)C1=C(C=C(C=C1)F)C#N